N-(2-(2-oxoimidazolidin-1-yl)ethyl)acrylamide O=C1N(CCN1)CCNC(C=C)=O